FC(C(=O)O)(F)F.FC(C1=CC=CC(=N1)NC(=O)C=1N=C(C=2N(C1)C=C(N2)C2CCOCC2)OCC)F N-[6-(difluoromethyl)-2-pyridinyl]-8-ethoxy-2-tetrahydropyran-4-yl-imidazo[1,2-a]pyrazine-6-carboxamide trifluoroacetate